4-(4-(difluoromethoxy)phenyl)-6-(3,4-dihydro-2H-benzo[4,5]imidazo[2,1-b][1,3]oxazin-7-yl)-2-ethoxythiazolo[4,5-b]pyridin-5(4H)-one FC(OC1=CC=C(C=C1)N1C2=C(C=C(C1=O)C1=CC3=C(N=C4OCCCN43)C=C1)SC(=N2)OCC)F